C(C)OC(=O)C1CN(C(C1)=O)C1=NC2=CC=C(C=C2C(=C1)C1=CC=CC=C1)CCCCCC.ClC1=C(C(=O)NCC(F)(F)C2=C(C=C(C=C2)Cl)Cl)C=CN=C1 3-chloro-N-[2-(2,4-dichlorophenyl)-2,2-difluoroethyl]isonicotinamide ethyl-1-(6-hexyl-4-phenylquinolin-2-yl)-5-oxopyrrolidine-3-carboxylate